N-(3-hydroxypropyl)-2-methyl-8-[4-(trifluoromethyl)phenyl]-2H,8H-pyrazolo[3,4-b]indole-5-carboxamide OCCCNC(=O)C=1C=C2C=3C(N(C2=CC1)C1=CC=C(C=C1)C(F)(F)F)=NN(C3)C